ClC1=CC=C(CNC(=S)NC2=CC=C(C=C2)OC)C=C1 N-(4-chlorobenzyl)-N'-(4-methoxyphenyl)thiourea